C(C)OC(C(CC=1C=NC(=CC1)N1CCOCC1)=O)=C 3-ethoxy-1-(6-morpholinylpyridin-3-yl)but-3-en-2-one